N[C@H](C(=O)N[C@H](C(=O)N[C@@H]1CN(CC1)C1=C(C=C2C(C(=CN(C2=C1)C1CC1)C(=O)O)=O)F)C)CC(C)C 7-((S)-3-((S)-2-((S)-2-amino-4-methylpentanamido)propanamido)pyrrolidin-1-yl)-1-cyclopropyl-6-fluoro-4-oxo-1,4-dihydroquinoline-3-carboxylic acid